CC1=CC=C(C=C1)S(=O)(=O)[O-].[IH2+] iodonium p-toluenesulfonate